4-(diethylamino)chalcone C(C)N(C1=CC=C(C=C1)\C=C\C(=O)C1=CC=CC=C1)CC